ClC=1C=C(C=C(C1)OCCC(F)(F)F)C=1C(N(C=C(C1)C=1C(=NC(=NC1)OC)OC)C=1C=NC=CC1)=O 3-(3-Chloro-5-(3,3,3-trifluoropropoxy)phenyl)-5-(2,4-dimethoxypyrimidin-5-yl)-2H-[1,3'-bipyridin]-2-one